(S)-4-(2-(2-ethylpiperidin-1-yl)-6-isopropylpyrimidine-4-amido)benzoic acid C(C)[C@@H]1N(CCCC1)C1=NC(=CC(=N1)C(=O)NC1=CC=C(C(=O)O)C=C1)C(C)C